N1(CCCCC1)C1CCN(CC1)CC1=CC=C(C=C1)NC(C1=CC(=C(C=C1)NC1=C(C=C(C=C1)Cl)F)OC)=O N-(4-([1,4'-bipiperidin]-1'-ylmethyl)phenyl)-4-((4-chloro-2-fluorophenyl)amino)-3-methoxybenzamide